COC1=NC2=C(N1C(=O)NCCCC=1SC=CN1)C=C(C=C2)N2CCOCC2 Methoxy-6-morpholino-N-(3-(thiazol-2-yl)propyl)-1H-benzo[d]imidazole-1-carboxamide